2,4-dichloro-6-[2-{4-(difluoromethoxy)-2,6-dimethylphenyl}hydrazinyl]-5-(dimethoxymethyl)pyrimidine ClC1=NC(=C(C(=N1)Cl)C(OC)OC)NNC1=C(C=C(C=C1C)OC(F)F)C